NC1=CC=C(C=C1)C1(CCC(CC1)(F)F)C(=O)N1[C@H](C[C@H](C1)F)C(=O)NC1=CC=C2C(=N1)C=NN2C(=O)OC(C)(C)C tert-Butyl 5-{[(4R)-1-{[1-(4-aminophenyl)-4,4-difluorocyclohexyl]carbonyl}-4-fluoro-D-prolyl]amino}-1H-pyrazolo[4,3-b]pyridine-1-carboxylate